FC=1C=C2C(N(C1)C(C(=O)NN1C=CC=C1)CC)=NC(=N2)SCC2=CC=C(C=C2)F 2-(6-fluoro-2-((4-fluorobenzyl)thio)-4H-imidazo[4,5-b]pyridin-4-yl)-N-(1H-pyrrol-1-yl)butanamide